[O].[O].[O].[O].[O].C1=CC=CC2=CC=CC=C12 naphthalene pentaoxygen